C(C)(C)(C)OC(=O)N1C[C@@H]2[C@H](C1)CC(C2)O.O2CCC(CC2)NC(C2=CN=CC=C2)=O |o1:9,10| N-(tetrahydro-2H-pyran-4-yl)nicotinamide tert-butyl-rel-(3aR,5s,6aS)-5-hydroxyhexahydrocyclopenta[c]pyrrole-2(1H)-carboxylate